N-(4-(4-amino-3-(4-((2-methoxy-5-methylbenzamido)methyl)phenyl)-1H-pyrazolo[3,4-d]pyrimidin-1-yl)cyclohexyl)-N-methyl-1H-1,2,4-triazole-1-carboxamide NC1=C2C(=NC=N1)N(N=C2C2=CC=C(C=C2)CNC(C2=C(C=CC(=C2)C)OC)=O)C2CCC(CC2)N(C(=O)N2N=CN=C2)C